NC1=C(C=2C(=NC(=CN2)C2=CC=CC=C2)N1C1=C(C=CC(=C1)OC)C)C(=O)N 6-amino-5-(5-methoxy-2-methyl-phenyl)-3-phenyl-pyrrolo[2,3-b]pyrazine-7-carboxamide